ONC(=O)C1=CC2=C(OCCN2S(=O)(=O)C2=CC=C(C=C2)OC)C=C1 N-hydroxy-4-((4-methoxyphenyl)sulfonyl)-3,4-dihydro-2H-benzo[b][1,4]oxazine-6-carboxamide